trans-N-[8-amino-6-(6-methyl-1H-indazol-5-yl)-3-isoquinolyl]-2-cyano-cyclopropane-1-carboxamide NC=1C=C(C=C2C=C(N=CC12)NC(=O)[C@H]1[C@@H](C1)C#N)C=1C=C2C=NNC2=CC1C